C1(=CC=CC=C1)C1=NC(=NC(=N1)C1=CC=CC=C1)C=1C=C(C=CC1)C=1C=NC2=C3N=CC=CC3=CC=C2C1 3-(3-(4,6-diphenyl-1,3,5-triazine-2-yl)phenyl)-1,10-phenanthroline